(R)-1-((3R,4R)-3-fluoropiperidin-4-yl)-3-hydroxypyrrolidin-2-one-TFA Salt OC(=O)C(F)(F)F.F[C@@H]1CNCC[C@H]1N1C([C@@H](CC1)O)=O